C(C)(C)(C)OC(CNC(=O)C1=CC=C(C=C1)S(=O)(=O)N1CCC(CC1)C1=CC=C(OCCOCCOCCOCCOCCC(=O)O)C=C1)=O 1-(4-(1-((4-((2-(tert-butoxy)-2-oxoethyl)carbamoyl)phenyl)sulfonyl)piperidin-4-yl)phenoxy)-3,6,9,12-tetraoxapentadecan-15-oic acid